5-bromo-2-chloro-N,N-diethylaniline BrC=1C=CC(=C(N(CC)CC)C1)Cl